ClC1=C(C(=CC=C1)Cl)N1N=C(C(=C1)NC1=CC=C(C=C1)OC1CCN(CC1)C)C(=O)N 1-(2,6-dichlorophenyl)-4-((4-((1-methylpiperidin-4-yl)oxy)phenyl)amino)-1H-pyrazole-3-carboxamide